(R)-2-methoxyethyl 3-amino-2-(((benzyloxy)carbonyl)amino)propanoate NC[C@H](C(=O)OCCOC)NC(=O)OCC1=CC=CC=C1